5-(4-(((2s,6s)-6-(cyanomethyl)-6-methyl-1,4-dioxan-2-yl)methoxy)phenyl)-2-oxo-6-(trifluoromethyl)-1,2-dihydropyridine-3-carboxamide C(#N)C[C@]1(COC[C@H](O1)COC1=CC=C(C=C1)C=1C=C(C(NC1C(F)(F)F)=O)C(=O)N)C